[Na].CN1N=CC(=C1C=1C=C(N)C=CC1)C1=NN=CN1C 3-[2-methyl-4-(4-methyl-1,2,4-triazol-3-yl)pyrazol-3-yl]Aniline sodium